ClC1=C(C=C2C(NC(N3C2=C1SC[C@H](C3)OC3=NC=CN=C3)=O)=O)C(F)(F)F (S)-11-chloro-3-(pyrazin-2-yloxy)-10-(trifluoromethyl)-3,4-dihydro-2H,6H-[1,4]thiazepino[2,3,4-ij]quinazoline-6,8(7H)-dione